Benzyl 3-((2-(N,N-bis(4-methoxybenzyl)sulfamoyl)ethyl)(methyl)amino)propanoate COC1=CC=C(CN(S(=O)(=O)CCN(CCC(=O)OCC2=CC=CC=C2)C)CC2=CC=C(C=C2)OC)C=C1